ClC1=CC=C(C=C1)C1=C(CCC(C1)(C)C)CN1CC2CCC(C1)N2C=2C=C1CN(C(C1=CC2)=O)C2C(NC(CC2)=O)=O 3-(5-(3-((4'-chloro-5,5-dimethyl-3,4,5,6-tetrahydro-[1,1'-biphenyl]-2-yl)methyl)-3,8-diazabicyclo[3.2.1]octan-8-yl)-1-oxoisoindolin-2-yl)piperidine-2,6-dione